diphenyl-silyl-bis(2-methyl-indenyl)zirconium dichloride [Cl-].[Cl-].C1(=CC=CC=C1)[SiH]([Zr+2](C1C(=CC2=CC=CC=C12)C)C1C(=CC2=CC=CC=C12)C)C1=CC=CC=C1